FC1=C(C(=CC=C1)F)C1=NC=CC(=N1)NC1=NC=C(C(=C1)N1C[C@H](CCC1)O)C=1C=NN(C1)C1CCOCC1 (S)-1-(2-((2-(2,6-difluorophenyl)pyrimidin-4-yl)amino)-5-(1-(tetrahydro-2H-pyran-4-yl)-1H-pyrazol-4-yl)pyridin-4-yl)piperidin-3-ol